C(C)(C)(C)C1CCC(CC1)=O PARA-TERTBUTYLCYCLOHEXANONE